2-thiophenic anhydride S1C(=CC=C1)C(=O)OC(=O)C=1SC=CC1